Cl.BrC1=CC(NC=C1)=O 4-bromopyridin-2(1H)-one hydrochloride